N-[3-[6-(difluoromethoxy)-3,4-dihydro-2H-1,4-benzoxazin-7-yl]-1-(1-methyl-2-oxo-pyrrolidin-3-yl)pyrazol-4-yl]pyrazolo[1,5-a]pyrimidine-3-carboxamide FC(OC=1C(=CC2=C(NCCO2)C1)C1=NN(C=C1NC(=O)C=1C=NN2C1N=CC=C2)C2C(N(CC2)C)=O)F